8-[(1R)-1-(2,5-difluoro-4-methylsulfonyl-anilino)ethyl]-3,6-dimethyl-2-morpholino-quinazolin-4-one FC1=C(N[C@H](C)C=2C=C(C=C3C(N(C(=NC23)N2CCOCC2)C)=O)C)C=C(C(=C1)S(=O)(=O)C)F